C(C1=CC=CC=C1)N1CC(N2C1=C(C(=CC2=O)CC2=CC=CC1=CC=CC=C21)C2=CC(=CC=C2)C(F)(F)F)C(=O)O 1-benzyl-7-(naphthalen-1-ylmethyl)-5-oxo-8-(3-(trifluoromethyl)phenyl)-1,2,3,5-tetrahydroimidazo[1,2-a]pyridine-3-carboxylic acid